(R)-tert-butyl (5-(1-(3-(3-chloro-4-cyanophenyl)-1H-pyrazol-1-yl)propan-2-ylcarbamoyl)-1H-imidazol-2-yl)methylcarbamate ClC=1C=C(C=CC1C#N)C1=NN(C=C1)C[C@@H](C)NC(=O)C1=CN=C(N1)CNC(OC(C)(C)C)=O